[C@@H]1(C[C@H](O)[C@@H](CO)O1)N1C=NC=2C(N)=NC=NC12 2'-deoxy-adenosine